NC(C(=O)OCC1=CC(=CC(=C1)[N+](=O)[O-])[N+](=O)[O-])C(=O)OCC 1-(3,5-dinitrobenzyl) 3-ethyl 2-aminomalonate